CC1C(CCC(=C1)C)C=O 2,4-dimethyl-3-cyclohexene-1-formaldehyde